tris(bis(trimethylsilyl)amide) lanthanum [La+3].C[Si](C)(C)[N-][Si](C)(C)C.C[Si](C)(C)[N-][Si](C)(C)C.C[Si](C)(C)[N-][Si](C)(C)C